(5-CHLORO-2-FORMYL-PHENYL)-CARBAMIC ACID BENZYL ESTER C(C1=CC=CC=C1)OC(NC1=C(C=CC(=C1)Cl)C=O)=O